CO[C@@H]1[C@H](CN(C1)C)N (3s,4s)-4-methoxy-1-methylpyrrolidin-3-amine